3-CYANO-5-METHOXYPHENYLBORONIC ACID C(#N)C=1C=C(C=C(C1)OC)B(O)O